CN(C(=O)[C@H]1N([C@@H]2CC[C@H]1C2)C(=O)OC(C)(C)C)C=2C=C(C=CC2)C tert-butyl (1R,3S,4S)-3-(methyl(m-tolyl)carbamoyl)-2-azabicyclo[2.2.1]heptane-2-carboxylate